C1(CC1)S(=O)(=O)NC1=NC=CC(=N1)C(C(=O)NC1=CC=C(C=C1)C1=NC(=CN=C1)OC(C)C)CC 2-(2-(cyclopropanesulfonamido)pyrimidin-4-yl)-N-(4-(6-isopropoxypyrazin-2-yl)phenyl)butanamide